5-bromo-2-(4-isopropyl-4,5-dihydro-1H-imidazol-2-yl)pyridin-3-amine BrC=1C=C(C(=NC1)C=1NCC(N1)C(C)C)N